C[N+](=C1C=CC2=NC3=C(C=C(C=C3)N)SC2=C1)C.[Cl-] The molecule is an organic chloride salt having 3-amino-7-(dimethylamino)phenothiazin-5-ium as the counterion. It is used in making azure eosin stains for blood smear staining. It has a role as a histological dye and a fluorochrome. It contains a 3-amino-7-(dimethylamino)phenothiazin-5-ium.